dicarboxybenzenesulfonate sodium [Na+].C(=O)(O)C=1C(=C(C=CC1)S(=O)(=O)[O-])C(=O)O